4-trifluoromethoxybenzyl (1-hydroxy-7-methyl-1,3-dihydrobenzo[c][1,2]oxaborole-6-carbonyl)-L-valinate OB1OCC2=C1C(=C(C=C2)C(=O)N[C@@H](C(C)C)C(=O)OCC2=CC=C(C=C2)OC(F)(F)F)C